C(C1=CC=CC=C1)OC(=O)N[C@H](C(=O)OCC1=CC=CC=C1)CN(CC(F)(F)F)CC(=O)OC(C)(C)C benzyl (S)-2-(((benzyloxy)carbonyl)amino)-3-((2-(tert-butoxy)-2-oxoethyl)(2,2,2-trifluoroethyl)amino)propanoate